8-methylenecyclooctene-3,4-diol C=C1CCCC(C(C=C1)O)O